CO[Si](CCCCCCCC[Si](OC)(OC)OC)(OC)OC 1,8-di-(trimethoxy-silyl)-octane